oxetan-2-yl-(methyl)-1H-benzo[d]imidazole-6-carboxylic acid tert-butyl ester C(C)(C)(C)OC(=O)C=1C=CC2=C(N(C(=N2)C2OCC2)C)C1